C(CCC)(=O)[O-].[As+3].C(CCC)(=O)[O-].C(CCC)(=O)[O-] arsenic butyrate